O=C1N(C2=CC=CC=C2C(N1CCC1=CC(=CC=C1)C(F)(F)F)=O)CC1=CC=C(C(=O)NO)C=C1 4-((2,4-dioxo-3-(3-(trifluoromethyl)phenethyl)-3,4-dihydroquinazolin-1(2H)-yl)methyl)-N-hydroxybenzamide